6-(8-((2,3-dichlorophenyl)thio)imidazo[1,2-c]pyrimidin-5-yl)-6-azaspiro[3.4]octan-2-amine ClC1=C(C=CC=C1Cl)SC=1C=2N(C(=NC1)N1CC3(CC(C3)N)CC1)C=CN2